C(C)(=O)N1CC2(C(N(C3=CC(=CC=C23)Cl)CC2=CC=C(C=C2)OC)=O)C1 1-acetyl-6'-chloro-1'-(4-methoxybenzyl)spiro[azetidine-3,3'-indolin]-2'-one